(2S,4R)-4-hydroxy-1-[(2S)-2-(4-methoxy-1H-pyrazol-1-yl)-3-methylbutanoyl]-N-[(1S)-1-[4-(4-methyl-1,3-thiazol-5-yl)phenyl]ethyl]pyrrolidine-2-carboxamide O[C@@H]1C[C@H](N(C1)C([C@H](C(C)C)N1N=CC(=C1)OC)=O)C(=O)N[C@@H](C)C1=CC=C(C=C1)C1=C(N=CS1)C